4-((2-(dimethylamino)-2-oxoethyl)amino)benzene CN(C(CNC1=CC=CC=C1)=O)C